2-Benzyl-N-[4-[(E)-3-(4-hydroxyphenyl)prop-2-enoyl]phenyl]benzenesulfonamide C(C1=CC=CC=C1)C1=C(C=CC=C1)S(=O)(=O)NC1=CC=C(C=C1)C(\C=C\C1=CC=C(C=C1)O)=O